CC=1C=C(OC2=CC=C(C=C2)C2CCCN3C2=NS(CC3)(=O)=O)C=CC1C(F)(F)F 9-{4-[3-methyl-4-(trifluoromethyl)phenoxy]phenyl}-3,4,6,7,8,9-hexahydropyrido[2,1-c][1,2,4]thiadiazine 2,2-dioxide